ClC=1C(=C(C(=NC1)OC)C1=CNC2=NC(=CC=C21)NC(=O)[C@H]2[C@H](C2)F)OC (1S,2S)-N-[3-(5-chloro-2,4-dimethoxypyridin-3-yl)-1H-pyrrolo[2,3-b]pyridin-6-yl]-2-fluorocyclopropane-1-carboxamide